(R)-3-(3-acetoxypropoxy)-5-fluoro-4-(hexahydropyrazino[2,1-c][1,4]oxazin-8(1H)-yl)phenylboronic acid pinacol ester C(C)(=O)OCCCOC=1C=C(C=C(C1N1C[C@@H]2COCCN2CC1)F)B1OC(C)(C)C(C)(C)O1